1,3,5-triazine sodium salt [Na].N1=CN=CN=C1